methyl 6-((1-(tert-butoxycarbonyl) azetidin-3-yl) oxy)-5-fluoronicotinate C(C)(C)(C)OC(=O)N1CC(C1)OC1=NC=C(C(=O)OC)C=C1F